CCC(CCCC)O Heptane-3-ol